1-chloro-7-(4-isopropylpiperazin-1-yl)-3-methylpyrido[3,4-d]pyridazin-4(3H)-one ClC=1C2=C(C(N(N1)C)=O)C=NC(=C2)N2CCN(CC2)C(C)C